CSC=1N=CC2=C(N1)N(C(C(=C2C#C[Si](C(C)C)(C(C)C)C(C)C)NC(C)=O)=O)C2=CC=CC=C2 N-[2-(methylsulfanyl)-7-oxo-8-phenyl-5-[2-(triisopropylsilyl)ethynyl]pyrido[2,3-d]pyrimidin-6-yl]acetamide